(S)-2-(8-(methoxycarbonylamino)dibenzo[b,d]thiophene-3-sulfonamido)-3-methyl-butanoic acid COC(=O)NC=1C=CC2=C(C3=C(S2)C=C(C=C3)S(=O)(=O)N[C@H](C(=O)O)C(C)C)C1